NC=1C=C2CCN(C2=CC1)C(=O)OC methyl 5-aminoindoline-1-carboxylate